mercaptomethyldithiol SCC1SSC=C1